6-((5-(4-(tert-butyl)phenyl)-1-ethyl-1H-1,2,4-triazol-3-yl)methyl)-6-azaspiro[3.4]octane C(C)(C)(C)C1=CC=C(C=C1)C1=NC(=NN1CC)CN1CC2(CCC2)CC1